C(CC)NC(CCC)=O N-propylbutaneAmide